ClC1=CC=C(C(=N1)C1=NN(C=N1)C)NC(C)C=1C=C(C=C2C(N(C=3N(C12)C=NC3C(=O)N(C)C)CC(F)F)=O)C 9-(1-((6-chloro-2-(1-methyl-1H-1,2,4-triazol-3-yl)pyridin-3-yl)amino)ethyl)-4-(2,2-difluoroethyl)-N,N,7-trimethyl-5-oxo-4,5-dihydroimidazo[1,5-a]quinazoline-3-carboxamide